C(C)N1C2=C(OCC1=O)C(=CC(=C2)NC2=NC=C(C(=N2)C2=C(C=C(C=C2)F)OC)F)CN2CCOCC2 4-Ethyl-6-((5-fluoro-4-(4-fluoro-2-methoxyphenyl)pyrimidin-2-yl)amino)-8-(morpholinomethyl)-2H-benzo[b][1,4]oxazin-3(4H)-one